C(CC(C)N=C=O)N=C=O 1,3-Butylene diisocyanate